2-[[3-(cyclopropyloxy)-4-nitro-pyrazol-1-yl]methoxy]ethyl-trimethyl-silane C1(CC1)OC1=NN(C=C1[N+](=O)[O-])COCC[Si](C)(C)C